C1N(COC2=C1C1=CC=CC=C1C=C2)C2=CC=C(C=C2)CC(=O)O 2-(4-(1H-naphtho[1,2-e][1,3]oxazin-2(3H)-yl)phenyl)acetic acid